FC=1C=C(C=CC1NC1=NC=C(C=N1)C1CC(C1)O)S(=O)(=O)NC(C)C 3-fluoro-4-((5-(3-hydroxycyclobutyl)pyrimidin-2-yl)amino)-N-isopropylbenzenesulfonamide